1,9-bis(pentadecan-8-yl) 5-(hydroxymethyl)nonanedioate OCC(CCCC(=O)OC(CCCCCCC)CCCCCCC)CCCC(=O)OC(CCCCCCC)CCCCCCC